O=C1NC(CCC1OC1=CC=C(C=C1)N1CCN(CC1)C(=O)OC(C)(C)C)=O tert-Butyl 4-[4-[(2,6-dioxo-3-piperidyl)oxy]phenyl]piperazine-1-carboxylate